ethyl 5-(pyridin-4-ylmethyl)-4H-1,2,4-triazole-3-carboxylate N1=CC=C(C=C1)CC=1NC(=NN1)C(=O)OCC